2-(4-piperidinyl)thiazolo[3,2-a]Pyrimidin-5-one N1CCC(CC1)C1=CN2C(=NC=CC2=O)S1